tert-butyl 4-(((4-chloro-2-ethoxy-5-fluorobenzyl)amino)methyl)piperidine-1-carboxylate ClC1=CC(=C(CNCC2CCN(CC2)C(=O)OC(C)(C)C)C=C1F)OCC